1-(4-(6-chloro-8-fluoro-7-(2-fluorophenyl)quinazolin-4-yl)piperazin-1-yl)prop-2-en-1-one ClC=1C=C2C(=NC=NC2=C(C1C1=C(C=CC=C1)F)F)N1CCN(CC1)C(C=C)=O